Cl.CC1=NOC(=N1)C=1C=C(CNO)C=CC1 (3-(3-methyl-1,2,4-oxadiazol-5-yl)benzyl)hydroxylamine hydrochloride